ClC1=CC=C(C=C1)/C=C/CN1CCC2(CC1)CN(C1=CC=C(C=C12)F)C(=O)C1=CC(=NC=C1)Cl {1'-[(2E)-3-(4-Chlorophenyl)prop-2-en-1-yl]-5-fluorospiro[indole-3,4'-piperidin]-1(2H)-yl}(2-chloropyridin-4-yl)methanone